N,N,N'-trisfurfuryl-1,2-ethanediamine C(C1=CC=CO1)N(CCNCC1=CC=CO1)CC1=CC=CO1